(e)-6,6'-(ethane-1,2-diylbis(5-carbamoyl-4-methoxy-1H-benzo[d]imidazole-1,2-diyl))bis(3,4-dichlorobenzoic acid) C(CN1C(=NC2=C1C=CC(=C2OC)C(N)=O)C2=CC(=C(C=C2C(=O)O)Cl)Cl)N2C(=NC1=C2C=CC(=C1OC)C(N)=O)C1=CC(=C(C=C1C(=O)O)Cl)Cl